C(C)(C)(C)OC(=O)N1C[C@H](CC1)[C@@H](C(=O)O)CC1=CC(=CC=C1)N1C(N(CC1)C1=CC(=CC=C1)OC)=O (2S)-2-[(3R)-1-tert-butoxycarbonylpyrrolidin-3-yl]-3-[3-[3-(3-methoxyphenyl)-2-oxo-imidazolidin-1-yl]phenyl]propionic acid